1-bromo-1,2-difluoroethylene BrC(=CF)F